C[C@]12[C@](CN(C1)CC1=CN=C(O1)C)(CNC2)C (3aR,6aS)-3a,6a-dimethyl-5-((2-methyloxazol-5-yl)methyl)hexahydropyrrolo[3,4-c]pyrrol